N-(1-benzyl-1,3-dimethyl-but-3-enyl)-7,8-difluoro-quinoline-3-carboxamide C(C1=CC=CC=C1)C(CC(=C)C)(C)NC(=O)C=1C=NC2=C(C(=CC=C2C1)F)F